FC1C(C2=C(C=CC=C2C1)S(=O)(=O)C)CC(=O)[O-] 2-fluoro-7-(methylsulfonyl)-2,3-dihydro-1H-indene-1-acetate